C(C(=C)C)(=O)OCCC=CNC(=O)N N-(2-methacryloyloxyethyl)vinylurea